FC=1C(=C(C=CC1F)[C@H]1[C@@H](OC(=C1C)C(F)(F)F)C(=O)O)OC |o1:8,9| rel-(2R,3S)-3-(3,4-difluoro-2-methoxyphenyl)-4-methyl-5-(trifluoromethyl)-2,3-dihydrofuran-2-carboxylic acid